C1N(CCC2=CC=CC=C12)C[C@@H](CN1C(C2=CC(=CC=C2CC1)N[C@@H]1COCC1)=O)O 2-((S)-3-(3,4-dihydroisoquinolin-2(1H)-yl)-2-hydroxypropyl)-7-(((S)-tetrahydrofuran-3-yl)amino)-3,4-dihydroisoquinolin-1(2H)-one